C(C)(C)(C)OC(=O)N1CC(C(CC1)N1CCC(CC1)C1=CC=C(C=C1)NC1C(NC(CC1)=O)=O)(F)F.ClC1=NC=CC(=N1)C1=C(N=C(S1)N1CCOCC1)C1=CC=C(C=C1)F 4-(5-(2-chloropyrimidin-4-yl)-4-(4-fluorophenyl)thiazol-2-yl)morpholine tert-butyl-4-(4-((2,6-dioxopiperidin-3-yl)amino)phenyl)-3',3'-difluoro-[1,4'-bipiperidine]-1'-carboxylate